N-(5-(cyclohexyl-oxy)pyridin-2-yl)-5-(5-methoxypyridin-2-yl)-1,3,4-thiadiazol-2-amine C1(CCCCC1)OC=1C=CC(=NC1)NC=1SC(=NN1)C1=NC=C(C=C1)OC